C(C)(=O)OC1=CC=C(C=C1)C(NC1=C(C=CC=C1Cl)C(C)=O)=O [4-[(2-acetyl-6-chloro-phenyl) carbamoyl] phenyl] acetate